CCCCCCCCCCCCC(=O)OC[C@H](COP(=O)(O)OC[C@@H](C(=O)O)N)OC(=O)CCCCCCC/C=C\C/C=C\C/C=C\CC 1-tridecanoyl-2-(9Z,12Z,15Z-octadecatrienoyl)-glycero-3-phosphoserine